FC1(CCN(CC1)C=1C2=C(N=C(N1)NC(C1=C(C=C(C=C1)NS(=O)(=O)CCO)N1CCC3(CC3)CC1)=O)CN(C2)C)F N-(4-(4,4-difluoropiperidin-1-yl)-6-methyl-6,7-dihydro-5H-pyrrolo[3,4-d]pyrimidin-2-yl)-4-(2-hydroxyethylsulfonamido)-2-(6-azaspiro[2.5]octan-6-yl)benzamide